CC#CCCCCC 2-Octyne